((2s,4r,5r)-5-(2-acetamido-6,8-dioxo-7-(4-(trifluoromethyl) benzyl)-1,6,7,8-tetrahydro-9H-purin-9-yl)-4-acetoxytetrahydrofuran-2-yl) methylbenzoate CC1=C(C(=O)O[C@@H]2O[C@H]([C@@H](C2)OC(C)=O)N2C=3N=C(NC(C3N(C2=O)CC2=CC=C(C=C2)C(F)(F)F)=O)NC(C)=O)C=CC=C1